5-(3,3-dimethyl-1-butynyl)pyrazine-2-carboxylic acid methyl ester COC(=O)C1=NC=C(N=C1)C#CC(C)(C)C